FC1(CCC2CC(CC12)OC=1C(=NC(=CC1)C=1N=NN(C1COC1=NC=CC(=N1)COC)C)C)C(=O)O 1-Fluoro-5-((6-(5-(((4-(methoxymethyl)pyrimidin-2-yl)oxy)methyl)-1-methyl-1H-1,2,3-triazol-4-yl)-2-methylpyridin-3-yl)oxy)octahydropentalene-1-carboxylic acid